C12COCC(CC1)N2C(=O)C2=CC=C(C=C2)C(=O)N2C[C@H]([C@@H](CC2)N2CC1=CC(=CC=C1CC2)F)O (4-(3-oxa-8-azabicyclo[3.2.1]octane-8-carbonyl)phenyl)((3R,4R)-4-(7-fluoro-3,4-dihydroisoquinolin-2(1H)-yl)-3-hydroxypiperidin-1-yl)methanone